BrCCCCCCCC[NH-] 8-bromooctylamide